2-[[1-(5-chloropyrimidin-2-yl)azetidin-3-yl]methyl]-6-(3,5-dimethylpyrazol-1-yl)pyridazin-3-one ClC=1C=NC(=NC1)N1CC(C1)CN1N=C(C=CC1=O)N1N=C(C=C1C)C